CN(C)C=NC1SSC(N1)=S 3-((dimethylaminomethylene)amino)-3H-1,2,4-dithiazole-5-thione